(R)-N-(2-(3-Cyanopiperidin-1-yl)-6-methylpyrimidin-4-yl)-4-((2-hydroxyethyl)sulfonamido)-2-(6-azaspiro[2.5]octan-6-yl)benzamide C(#N)[C@H]1CN(CCC1)C1=NC(=CC(=N1)NC(C1=C(C=C(C=C1)NS(=O)(=O)CCO)N1CCC2(CC2)CC1)=O)C